1-thiophen-2-ylpropane-1,1-dithiol S1C(=CC=C1)C(CC)(S)S